Methyl 2-(3-iodophenyl)-2,5-dimethyl-5-(prop-2-yn-1-yloxy)hexanoate IC=1C=C(C=CC1)C(C(=O)OC)(CCC(C)(OCC#C)C)C